NC1=CC(=C(C(=O)O)C=C1)S(N(C)C)(=O)=O 4-amino-2-(N,N-dimethylsulfamoyl)benzoic acid